C(N)(=O)C1=CC(=C(C=C1)C1=CC=CC(=N1)CN1[C@H](COCC1)C(=O)N[C@@H](C)C1=CC=C(C(=O)O)C=C1)C 4-[(1S)-1-[[(3R)-4-[[6-(4-carbamoyl-2-methyl-phenyl)-2-pyridyl]methyl]-morpholine-3-carbonyl]amino]ethyl]benzoic acid